(2r,5r)-4-(5-iodo-7-tosyl-7H-pyrrolo[2,3-d]pyrimidin-4-yl)-2,5-dimethylpiperazine-1-carboxylic acid tert-butyl ester C(C)(C)(C)OC(=O)N1[C@@H](CN([C@@H](C1)C)C=1C2=C(N=CN1)N(C=C2I)S(=O)(=O)C2=CC=C(C)C=C2)C